BrC=1N=C(C(=NC1)C1=CC=CC=C1)C1=CC=CC=C1 5-bromo-2,3-diphenylpyrazin